4-(6-(4-benzylpiperazin-1-yl)pyridin-3-yl)-6-(2-methyloxazol-5-yl)pyrazolo[1,5-a]pyridine-3-carbonitrile C(C1=CC=CC=C1)N1CCN(CC1)C1=CC=C(C=N1)C=1C=2N(C=C(C1)C1=CN=C(O1)C)N=CC2C#N